1-(butyl(2-hydroxypropyl)amino)-2-methylpropan-2-ol C(CCC)N(CC(C)(O)C)CC(C)O